C(C(C)C)C(CO)N(CC(OCC(N(CC(OCC(N(CC(OCC(N(CCN1CCOCC1)C)CC(C)C)C)C)CC(C)C)N1CCOCC1)C)CC(C)C)C)C 3,9,15,21-tetraisobutyl-4,6,10,16,18,22-hexamethyl-12,24-bis(4-morpholinyl)-1,7,13,19-tetraoxa-4,10,16,22-tetraazatetracosane